C(CCCCCC)OCOCCCC(CC(CC(CC(CC(C)O)C)C)C)C 12-hydroxy-4,6,8,10-tetramethyltridecyl heptyloxymethyl ether